ClC1=CC=C(C=C1)CCC(=O)NC1=C(C=C(OC2CN(C2)CC=2C=CC=C(C(=O)[O-])C2)C=C1)C(=O)OC 5-((3-(4-(3-(4-chlorophenyl)propanamido)-3-(methoxycarbonyl)phenoxy)azetidin-1-yl)methyl)benzoate